OC1=C(C=CC(=C1)OCCO)C1=NC(=NC(=N1)C1=C(C=C(C=C1)OCCO)O)C1=CC=C(C=C1)Cl 2,4-bis(2-hydroxy-4-(2-hydroxyethoxy)phenyl)-6-(4-chlorophenyl)-s-triazine